(1R,5R)-benzyl 2-azabicyclo[3.2.1]octane-2-carboxylate [C@@H]12N(CC[C@@H](CC1)C2)C(=O)OCC2=CC=CC=C2